((R,Z)-2-((4-amino-5-fluoro-2-oxopyrimidin-1(2H)-yl)methylene)-1-(hydroxymethyl)cyclopropyl)methyl(tert-butoxycarbonyl)-L-valinate NC1=NC(N(C=C1F)\C=C\1/[C@@](C1)(CO)[C@](N(C(=O)OC(C)(C)C)C)(C(C)C)C(=O)[O-])=O